COC[C@H]1N(CCC1)C1=CC=CC(=N1)S(=O)(=O)NC(=O)C=1C(=NC=CC1)N1C(CC(C1)C)(C)C N-[[6-[(2S)-2-(Methoxymethyl)pyrrolidin-1-yl]-2-pyridyl]sulfonyl]-2-(2,2,4-trimethylpyrrolidin-1-yl)pyridin-3-carboxamid